3-(1,4-Dimethyl-1H-benzotriazol-5-yl)-3-(7-{[(2R)-2-ethyl-5,5-dioxido-2,3-dihydro-4H-naphtho[1,2-b][1,4,5]oxathiazepin-4-yl]methyl}-2,3-dihydro-1H-inden-5-yl)propanoic acid CN1N=NC2=C1C=CC(=C2C)C(CC(=O)O)C=2C=C1CCCC1=C(C2)CN2S(C1=C(O[C@@H](C2)CC)C2=CC=CC=C2C=C1)(=O)=O